N-methyl-4-(1-phenyl-2,3-dihydro-1H-benzo[d]pyrrolo[1,2-a]imidazol-7-yl)benzenesulfonamide 2-(2-methoxyethoxy)ethyl-methacrylate COCCOCCOC(C(=C)C)=O.CNS(=O)(=O)C1=CC=C(C=C1)C1=CC2=C(N=C3N2C(CC3)C3=CC=CC=C3)C=C1